OC=1C=C(C=CC1)C1=CC=C(C2=C1N=NS2)C2=CC(=CC=C2)O 4,7-bis(3'-hydroxyphenyl)benzothiadiazole